C(C)C1=C(C=CC(=C1)N)C1=C(C=C(N)C=C1)CC 2,2'-diethylbenzidine